C(CC(O)(C(=O)O)CC(=O)O)(=O)O.O[Na] hydroxyl-sodium citrate